C(#N)C1CC2(C1)C[C@H](N(CC2)CC2=C1C=CNC1=C(C=C2OC)C)C2=CC=C(C(=O)NCC1CCNCC1)C=C2 4-((2R,4s,6S)-2-cyano-7-((5-methoxy-7-methyl-1H-indol-4-yl)methyl)-7-azaspiro[3.5]nonan-6-yl)-N-(piperidin-4-ylmethyl)benzamide